CC1=CC2=C(C(OCC23CC3)CNC)S1 1-(2'-Methyl-5'H,7'H-spiro[cyclopropane-1,4'-thieno[2,3-c]pyran]-7'-yl)-N-methyl-methylamine